COC1=C(C(=CC=C1)OC)B1OC(C(O1)(C)C)(C)C 2-(2,6-dimethoxyphenyl)-4,4,5,5-tetramethyl-1,3,2-dioxaborolane